ClC=1C=C2C(=CC1)NC(C21CCN(CC1)CCOC=1C=C2CCC(N(C2=CC1)C)=O)=O 5-chloro-1'-{2-[(1-methyl-2-oxo-1,2,3,4-tetrahydroquinolin-6-yl)oxy]ethyl}-1,2-dihydrospiro[indole-3,4'-piperidin]-2-one